1-(2,3-dihydro-1H-inden-1-yl)ethanone Ethyl-(E)-3-(2-(2-ethoxy-2-oxoethylidene)pyrrolidin-1-yl)propanoate C(C)OC(CCN1/C(/CCC1)=C/C(=O)OCC)=O.C1(CCC2=CC=CC=C12)C(C)=O